N-(9-Azabicyclo[3.3.1]non-3-yl)-6-(2,8-dimethylimidazo[1,2-a]pyridin-6-yl)-N-methyl[1,3]thiazolo[4,5-c]pyridin-2-amin-Hydrochlorid Cl.C12CC(CC(CCC1)N2)N(C=2SC1=C(C=NC(=C1)C=1C=C(C=3N(C1)C=C(N3)C)C)N2)C